2-iodo-α-methyl-β-ethylstyrene IC1=C(C(=CCC)C)C=CC=C1